N-ethyl-2-vinylcarbazole C(C)N1C2=CC=CC=C2C=2C=CC(=CC12)C=C